silver-barium-silicon [Si].[Ba].[Ag]